(S)-8-(2-amino-6-((R)-1-(4',5-dichloro-3'-(trifluoromethyl)-[1,1'-biphenyl]-2-yl)-2,2,2-trifluoroethoxy)pyrimidin-4-yl)-2,8-diazaspiro[4.5]decane-3-carboxylic acid NC1=NC(=CC(=N1)N1CCC2(C[C@H](NC2)C(=O)O)CC1)O[C@@H](C(F)(F)F)C1=C(C=C(C=C1)Cl)C1=CC(=C(C=C1)Cl)C(F)(F)F